Ethyl (R)-3,3-dimethyl-6,8-bis((4-(trifluoromethyl)benzyl)thio)octanoate CC(CC(=O)OCC)(CC[C@H](CCSCC1=CC=C(C=C1)C(F)(F)F)SCC1=CC=C(C=C1)C(F)(F)F)C